ClC1=CC=C(C=C1)C1=NN=C(O1)N[C@@H]1C(NC[C@H]1C1=C(C=C(C=C1F)OC)F)=O (3S,4R)-3-{[5-(4-chlorophenyl)-1,3,4-oxadiazol-2-yl]amino}-4-(2,6-difluoro-4-methoxyphenyl)pyrrolidin-2-one